COC1=C(C=CC(=C1)C=C)O The molecule is a member of the class of phenols that is guaiacol in which the hydrogen para- to the hydroxy group is replaced by a vinyl group. It has a role as a pheromone, a flavouring agent and a plant metabolite.